N-[(1S)-1-(dicyclopropylmethyl)-2-[[6-fluoro-5-[5-methyl-3-(1,1,2,2,2-pentadeuterioethyl)-1H-pyrazol-4-yl]-2-pyridyl]amino]-2-oxo-ethyl]-2-ethyl-pyrazole-3-carboxamide C1(CC1)C([C@@H](C(=O)NC1=NC(=C(C=C1)C=1C(=NNC1C)C(C([2H])([2H])[2H])([2H])[2H])F)NC(=O)C=1N(N=CC1)CC)C1CC1